ClC(C(=O)C1C(=NN(C1=O)C1=CC=C(C=C1)OC(F)F)C)Cl 4-(2,2-dichloroacetyl)-1-(4-(difluoromethoxy)phenyl)-3-methyl-1H-pyrazol-5(4H)-one